(R)-2-isocyano-2-methylhexan-1-ol [N+](#[C-])[C@@](CO)(CCCC)C